2-(3-chlorophenyl)-2,2-difluoro-1-phenylethyl((S)-1-(((S)-1-hydroxy-3-((S)-2-oxopyrrolidin-3-yl)propan-2-yl)amino)-1-oxohexan-2-yl)carbamate ClC=1C=C(C=CC1)C(C(C1=CC=CC=C1)N(C([O-])=O)[C@H](C(=O)N[C@H](CO)C[C@H]1C(NCC1)=O)CCCC)(F)F